O1C(=CC(=[Se])C2=CC=CC=C12)C1=CC=CC=C1 Selenoflavone